C(CC)C1=CC2=C(N=C(N=C2)NC2=CC=C(C=C2)N2CCN(CC2)C2CC2)N1C1=CC=CC(=N1)N=S(=O)(C)C ((6-(6-propyl-2-((4-(4-cyclopropylpiperazin-1-yl)phenyl)amino)-7H-pyrrolo[2,3-d]pyrimidin-7-yl)pyridin-2-yl)imino)dimethyl-λ6-sulfanone